FC1=CC=C(C=C1)C1=NC2=C(N1CCCC1=CC=CC=C1)C=CC=C2C(=O)N 2-(4-Fluorophenyl)-1-(3-phenylpropyl)-1H-benzo[d]imidazole-4-carboxamide